N-[(3R,5S)-1-(8-methoxyquinoxalin-5-yl)-5-methylpiperidin-3-yl]-3,3-dimethylbutanamide COC=1C=CC(=C2N=CC=NC12)N1C[C@@H](C[C@@H](C1)C)NC(CC(C)(C)C)=O